3-((3-((1s,3s)-3-methoxy-1-(4-methyl-4H-1,2,4-triazol-3-yl)cyclobutyl)-5-(6-(((1-methylcyclobutyl)amino)methyl)-1-oxo-4-(trifluoromethyl)isoindolin-2-yl)phenyl)amino)propanenitrile COC1CC(C1)(C1=NN=CN1C)C=1C=C(C=C(C1)N1C(C2=CC(=CC(=C2C1)C(F)(F)F)CNC1(CCC1)C)=O)NCCC#N